N1N=CC2=C(C=CC=C12)C1CN(C1)[C@@H]1[C@H](CCCC1)OC=1C=C2CN(C(C2=CC1)=O)C1C(NC(CC1)=O)=O 3-(5-(((1S,2S)-2-(3-(1H-indazol-4-yl)azetidin-1-yl)-cyclohexyl)oxy)-1-oxoisoindolin-2-yl)piperidine-2,6-dione